S(=O)(=O)([O-])[O-].N.N.N.N.[Pd+2] palladium tetra-ammonia sulfate